methyl 4-{3-azabicyclo[3.1.0]hexan-3-ylmethyl}-6-cyclopropylpyridine-2-carboxylate C12CN(CC2C1)CC1=CC(=NC(=C1)C1CC1)C(=O)OC